C(C)[C@H]1[C@H](NC([C@H]1F)=O)COC=1C=CC=C2C=CC=3N(C12)N=NN3 9-(((2S,3S,4S)-3-ethyl-4-fluoro-5-oxopyrrolidin-2-yl)methoxy)tetrazolo[1,5-a]quinoline